1-nitroanthracene [N+](=O)([O-])C1=CC=CC2=CC3=CC=CC=C3C=C12